COCC(C(=O)O)C1=CC(=CC=C1)OC 3-methoxy-2-(3-methoxyphenyl)propionic acid